OC=1C=CC=C(CC=2N=NNC2)C1 5-hydroxybenzyltriazole